CC1(C=2C=C(C=CC2C=2C=C3C(=CC12)C=CC=C3)C3=C1C=CC=CC1=C(C1=CC=CC=C31)C=O)C 10-(11,11-dimethyl-11H-benzo[b]fluoren-2-yl)anthracene-9-carbaldehyde